CC(CC=CC)(C)C 5,5-dimethyl-2-hexene